C(C1=CC=CC=C1)OC1=C2C(=NN(C2=CC=C1)C1OCCCC1)N1CC(C(C1)(F)F)(F)F 4-benzyloxy-3-(3,3,4,4-tetrafluoropyrrolidin-1-yl)-1-tetrahydropyran-2-yl-indazole